ClC=1C(=NC(=NC1)NC1=C(C=C(C=C1)C(=O)C1(CCOCC1)C)OC)C=1C=NN(C1)C (4-((5-chloro-4-(1-methyl-1H-pyrazol-4-yl)pyrimidin-2-yl)amino)-3-methoxyphenyl)(4-methyltetrahydro-2H-pyran-4-yl)methanone